(2S,5R)-2-(1-(4-bromophenyl)-4-(4-fluorophenyl)-1H-pyrrol-3-yl)-5-methyl-3-(2-(2-oxoindol-5-yl)ethyl)oxazolidin-4-one BrC1=CC=C(C=C1)N1C=C(C(=C1)C1=CC=C(C=C1)F)[C@@H]1O[C@@H](C(N1CCC1=CC2=CC(N=C2C=C1)=O)=O)C